FC(OC1=CC=C(C=N1)N1N=C(C=C1C(C)C)N1CCN(CC1)CCN1CCOCC1)F 4-[2-[4-[1-[6-(difluoromethoxy)-3-pyridyl]-5-isopropyl-pyrazol-3-yl]piperazin-1-yl]ethyl]morpholine